BrC1=CN=C2C(=N1)NC(C=C2)=O 3-bromopyrido[2,3-b]pyrazin-6(5H)-one